5-chloro-4-(difluoromethyl)-2-((4-fluoro-2-methylphenyl)-amino)-N-(6-methoxy-2-methylpyridin-3-yl)benzamide ClC=1C(=CC(=C(C(=O)NC=2C(=NC(=CC2)OC)C)C1)NC1=C(C=C(C=C1)F)C)C(F)F